ClC1=C(C(=O)N[C@]23C[C@H]4N[C@](C[C@H](C2)C4)(C3)C3=NC=C(C=C3)C3=C4C(=NC=C3C#N)N(C(=C4)C=4C=NN(C4)C)S(=O)(=O)C4=CC=C(C)C=C4)C(=CC=C1)F 2-chloro-N-((1R,3S,5s,7s)-1-(5-(5-cyano-2-(1-methyl-1H-pyrazol-4-yl)-1-p-toluenesulfonyl-1H-pyrrolo[2,3-b]pyridin-4-yl)pyridin-2-yl)-2-azaadamantan-5-yl)-6-fluorobenzamide